tert-butyl (E)-N-(4-(azetidin-1-yl) but-2-enoyl)-N-methylglycinate N1(CCC1)C/C=C/C(=O)N(CC(=O)OC(C)(C)C)C